OCCNC(=O)NCCO N,N'-di(2-hydroxyethyl)-urea